C(C)C1=C(C(=C(C(=C1C)OC)C)CC)O 2,6-diethyl-3,5-dimethyl-4-methoxyphenol